C(C1=CC=CC=C1)(C1=CC=CC=C1)(C1=CC=CC=C1)N1N=NN=C1CCO 2-(1-trityl-1H-tetrazol-5-yl)ethanol